FC1=C(C(=CC=C1)C)N1CCC(CC1)C1=CC=2C(=NC=CN2)N(C1=O)CC1=NC=CC=C1OC(F)(F)F 7-(1-(2-fluoro-6-methylphenyl)piperidin-4-yl)-5-((3-(trifluoromethoxy)pyridin-2-yl)methyl)pyrido[2,3-b]pyrazin-6(5H)-one